CN1C(=NC(=C1)S(=O)(=O)N1CC(OCC1)C1=C(SC2=C1C=CC=C2)C(=O)N)C [4-(1,2-dimethylimidazol-4-yl)sulfonylmorpholin-2-yl]benzothiophene-2-carboxamide